BrC=1C=C(C=CC1F)[C@H](C(F)F)OC1=NN(C2=NN=C(C=C21)C=2C(=NC(=NC2)OC(C)(C)C)OC(C)(C)C)C 3-[(1R)-1-(3-bromo-4-fluoro-phenyl)-2,2-difluoro-ethoxy]-5-(2,4-ditert-butoxypyrimidin-5-yl)-1-methyl-pyrazolo[3,4-c]pyridazine